(S)-10-(1-((2,4-diamino-6-ethylpyrimidin-5-yl)methyl)indolin-5-yl)-9-fluoro-3-methyl-7-oxo-2,3-dihydro-7H-[1,4]oxazino[2,3,4-ij]quinoline-6-carboxylic acid NC1=NC(=C(C(=N1)N)CN1CCC2=CC(=CC=C12)C1=C(C=C2C(C(=CN3C2=C1OC[C@@H]3C)C(=O)O)=O)F)CC